amino-heptane-1,7-dicarboxylic acid NC(CCCCCCC(=O)O)C(=O)O